Butyl acrylate (Ethyl Methacrylate) Stearyl-acrylate C(CCCCCCCCCCCCCCCCC)OC(C=C)=O.C(C)C=C(C(=O)O)C.C(C=C)(=O)OCCCC